L-6-(2-hydroxybenzylamino)purine OC1=C(CNC2=C3NC=NC3=NC=N2)C=CC=C1